FC1=CC=C(C=C1)C1=NC=CC(=C1)C(C)(C)N 2-(2-(4-fluorophenyl)pyridin-4-yl)propan-2-amine